N-(adamantan-1-yl)-4,5-dihydro-7-hydroxy-2-methyl-5-oxo-4-(1-pentyl)-2H-pyrazolo[4,3-b]pyridin-6-carboxamide C12(CC3CC(CC(C1)C3)C2)NC(=O)C2=C(C=3C(N(C2=O)CCCCC)=CN(N3)C)O